C1(=CC=CC=C1)C(C)(C)OOC(C)(C1=CC=CC=C1)C bis(1-phenyl-methylethyl) peroxide